COC([C@@H](CCCC1=CC=C(C=C1)OCCCC)OS(=O)(=O)C(F)(F)F)=O (2R)-5-(4-Butoxyphenyl)-2-[(trifluoromethanesulfonyl)oxy]pentanoic acid methyl ester